C(C)O[Si](CCCC(CCCCCCCCCCCC1=NN=NN1)C1=NN=NN1)(OCC)OCC 1-[3-(triethoxysilyl)propyl]-5,5'-dodecamethylenebis(1,2,3,4-tetrazole)